C[Li] Methyl-lithium